4-amino-N-[[5-[(1R,2R)-2-[1-(difluoromethyl)pyrazol-3-yl]cyclopropyl]-2-pyridyl]methyl]-7-fluoro-N-methyl-imidazo[1,5-a]quinoxaline-8-carboxamide NC=1C=2N(C3=CC(=C(C=C3N1)F)C(=O)N(C)CC1=NC=C(C=C1)[C@H]1[C@@H](C1)C1=NN(C=C1)C(F)F)C=NC2